3-((6-(1-methyl-1H-pyrazol-4-yl)pyrazolo[1,5-a]pyrazin-4-yl)oxy)cyclopentan-1-amine dihydrochloride Cl.Cl.CN1N=CC(=C1)C=1N=C(C=2N(C1)N=CC2)OC2CC(CC2)N